C(C)(C)(C)OC(=O)N1CC(C1)(C)[C@@](C1=CC=C(C=C1)C(C)C)(O)C=1C=NC=C(C1)C1=NOC(=N1)CCNC(=O)OCC1=CC=CC=C1 3-[(R)-{5-[5-(2-Benzyloxycarbonylamino-ethyl)-[1,2,4]oxadiazol-3-yl]-pyridin-3-yl}-hydroxy-(4-isopropyl-phenyl)-methyl]-3-methyl-azetidine-1-carboxylic acid tert-butyl ester